(4R,7S)-2-(3-(4-chlorophenyl)ureido)-9-methyl-5,6,7,8-tetrahydro-4H-4,7-epiminocyclohepta[b]thiophene-3-carboxamide mesylate salt S(C)(=O)(=O)O.ClC1=CC=C(C=C1)NC(NC1=C(C2=C(S1)C[C@@H]1CC[C@H]2N1C)C(=O)N)=O